[Si](C1=CC=CC=C1)(C1=CC=CC=C1)(C(C)(C)C)OC[C@@H]1[C@@H](C=C[C@H](O1)C1=CC=C(C=C1)C(F)(F)F)O (1S)-1,5-anhydro-2,3-dideoxy-6-O-(tert-butyldiphenylsilyl)-1-C-(4-(trifluoromethyl)phenyl)-D-threo-hex-2-enitol